C(#N)C1=C(C=C(S1)COC1=CC=CC(=N1)C1=CC(=C(C=C1F)CC=1N(C2=C(N1)C=CC(=C2)C(=O)OC)C[C@H]2OCC2)F)F Methyl 2-[[4-[6-[(5-cyano-4-fluoro-2-thienyl)methoxy]-2-pyridyl]-2,5-difluoro-phenyl]methyl]-3-[[(2S)-oxetan-2-yl]methyl]benzimidazole-5-carboxylate